tert-butyl 7-{2-[(6-acetamidopyridin-3-yl)amino]-5H,6H,7H,8H-pyrido[3,4-d]pyrimidin-7-yl}-8-methyl-1H,2H,3H-pyrido[2,3-b][1,4]oxazine-1-carboxylate C(C)(=O)NC1=CC=C(C=N1)NC=1N=CC2=C(N1)CN(CC2)C2=C(C1=C(OCCN1C(=O)OC(C)(C)C)N=C2)C